(E)-3-[3-[(2-Chloro-4-nitrophenoxy)methyl]-4-methoxyphenyl]-1-(2,4-dihydroxyphenyl)prop-2-en-1-one ClC1=C(OCC=2C=C(C=CC2OC)/C=C/C(=O)C2=C(C=C(C=C2)O)O)C=CC(=C1)[N+](=O)[O-]